O[C@@H]1C[C@H](N(C1)C([C@H](C(C)(C)C)NC(OC(C)(C)C)=O)=O)C(NC1(CC1)C1=CC=C(C=C1)C1=C(N=CS1)C)=O tert-butyl N-[(2S)-1-[(2S,4R)-4-hydroxy-2-([1-[4-(4-methyl-1,3-thiazol-5-yl)phenyl]cyclopropyl]-carbamoyl)pyrrolidin-1-yl]-3,3-dimethyl-1-oxobutan-2-yl]carbamate